NC1=NC=2C=C(C=CC2C2=C1N=C(N2CC2=CC=C(C[N+](CC1=CC=C(C=C1)NC([C@H](C)NC([C@H](C(C)C)N)=O)=O)(C)C)C=C2)CCCC)C(=O)OC N-(4-((4-amino-2-butyl-7-(methoxycarbonyl)-1H-imidazo[4,5-c]quinolin-1-yl)methyl)benzyl)-1-(4-((S)-2-((S)-2-amino-3-methylbutanamido)propanamido)phenyl)-N,N-dimethylmethanaminium